C(C)OC(=O)C1(CC2=C(C(=NC(=C2F)OC)C)C1)C(=O)OCC.FC1=C2C(=C(NC1=O)C)CC(C2)C(=O)O 4-Fluoro-1-methyl-3-oxo-3,5,6,7-tetrahydro-2H-cyclopenta[c]pyridine-6-carboxylic acid Diethyl-4-fluoro-3-methoxy-1-methyl-5,7-dihydro-6H-cyclopenta[c]pyridine-6,6-dicarboxylate